FC(C(=O)O)(F)F.NC/C(/COC=1C=C2CCN(C(C2=CC1)=O)C(C)C)=C\F (E)-6-((2-(aminomethyl)-3-fluoroallyl)oxy)-2-isopropyl-3,4-dihydroisoquinolin-1(2H)-one trifluoroacetate